S-((8-Methoxy-4-oxo-3,4-dihydroquinazolin-2-yl)methyl) ethanethioate C(C)(SCC1=NC2=C(C=CC=C2C(N1)=O)OC)=O